C(C=C)C1=C(O[Si](C)(C)C)C=CC=C1 2-allylphenoxytrimethylsilane